[Cr+3].C(C1=CC=C(C(=O)[O-])C=C1)(=O)[O-].C(C1=CC=C(C(=O)[O-])C=C1)(=O)[O-].C(C1=CC=C(C(=O)[O-])C=C1)(=O)[O-].[Cr+3] terephthalic acid, chromium salt